(2-((R)-1-hydroxyethyl)-4-methyloxazol-5-yl)((S)-4-(4-methylpyrazolo[1,5-a]pyridin-2-yl)-6,7-dihydro-1H-imidazo[4,5-c]pyridin-5(4H)-yl)methanone O[C@H](C)C=1OC(=C(N1)C)C(=O)N1[C@@H](C2=C(CC1)NC=N2)C2=NN1C(C(=CC=C1)C)=C2